FC=1C=C2C(=C(/C(/C2=CC1)=C/C=1C=NC(=CC1)OC1=CC=C(C=C1)F)C)CC(=O)O 2-[(1Z)-5-fluoro-1-{[6-(4-fluorophenoxy)pyridin-3-yl]methylene}-2-methyl-1H-inden-3-yl]acetic acid